tert-Butyl 4-(4-(3-cyano-4-(6-fluoropyridin-3-yl)pyrazolo[1,5-a]pyridin-6-yl)phenyl)piperazine-1-carboxylate C(#N)C=1C=NN2C1C(=CC(=C2)C2=CC=C(C=C2)N2CCN(CC2)C(=O)OC(C)(C)C)C=2C=NC(=CC2)F